ethyl-benzene dicarbamate C(N)(O)=O.C(N)(O)=O.C(C)C1=CC=CC=C1